methylethen CC=C